estranol C[C@@]12CCC[C@H]1[C@@H]3CCC4CC(CC[C@@H]4[C@H]3CC2)O